N1,N4-bis(2-acetamidoethyl)-2,3-dihydroxysuccinamide C(C)(=O)NCCNC(C(C(C(=O)NCCNC(C)=O)O)O)=O